The molecule is a phenylalanine derivative that is phenylalanine carrying an iodo group at position 4 on the benzene ring. It is a non-proteinogenic alpha-amino acid, a phenylalanine derivative and an organoiodine compound. C1=CC(=CC=C1CC(C(=O)O)N)I